N-(5-((4-chlorobenzyl)oxy)-1,3,4-thiadiazol-2-yl)-6-methoxy-4-morpholinonicotinamide ClC1=CC=C(COC2=NN=C(S2)NC(C2=CN=C(C=C2N2CCOCC2)OC)=O)C=C1